Cl.N1C(CNC(C1)=O)=O piperazine-2,5-dione, hydrochloride